2-amino-3-(dibenzo[b,d]furan-3-ylamino)benzonitrile NC1=C(C#N)C=CC=C1NC=1C=CC2=C(OC3=C2C=CC=C3)C1